1-(4-((1-hydroxy-2-methylpropan-2-yl)oxy)-3-methylphenyl)-3-(3-isopropyl-5-(4-(trifluoromethyl)phenyl)thiophen-2-yl)propan-1-ol OCC(C)(C)OC1=C(C=C(C=C1)C(CCC=1SC(=CC1C(C)C)C1=CC=C(C=C1)C(F)(F)F)O)C